[N+](=O)([O-])C(C(=O)[O-])CC 2-nitro-butanate